3-(N-methylbutyramido)-N-((2S)-1-oxo-3-phenyl-1-(6-(pyridin-3-yl)-5,6-dihydropyridin-1(2H)-yl)propan-2-yl)benzamide CN(C(CCC)=O)C=1C=C(C(=O)N[C@H](C(N2CC=CCC2C=2C=NC=CC2)=O)CC2=CC=CC=C2)C=CC1